CSC1=CNC2=CC=CC=C12 3-methylthioindole